(S)-1-(3-chloro-4-fluorophenyl)-5-(5-(3,5-dimethylisoxazol-4-yl)-1-(1,1-dioxidotetrahydro-2H-thiopyran-4-yl)-1H-benzo[d]imidazol-2-yl)pyrrolidin-2-one ClC=1C=C(C=CC1F)N1C(CC[C@H]1C1=NC2=C(N1C1CCS(CC1)(=O)=O)C=CC(=C2)C=2C(=NOC2C)C)=O